NC1=NC=C(C(=N1)C1=C(C=C2C(=NC=NC2=C1)N1CCN(CC1)C(C=C)=O)Cl)C 1-(4-(7-(2-amino-5-methyl-pyrimidin-4-yl)-6-chloro-quinazolin-4-yl)piperazin-1-yl)prop-2-en-1-one